tert-butyl 4-cyano-1-(4-cyclobutylphenyl)-3-(2-methoxy-2-oxoethyl)-1,4,6,7-tetrahydro-5H-pyrazolo[4,3-c]pyridine-5-carboxylate C(#N)C1N(CCC2=C1C(=NN2C2=CC=C(C=C2)C2CCC2)CC(=O)OC)C(=O)OC(C)(C)C